(R)-2-(2-(3,6-dihydro-2H-pyran-4-yl)-5-ethyl-6-(3-methylpiperazin-1-yl)-7-oxo-[1,2,4]triazolo[1,5-a]pyrimidin-4(7H)-yl)-N-(2-methyl-4-(trifluoromethyl)phenyl)acetamide O1CCC(=CC1)C1=NN2C(N(C(=C(C2=O)N2C[C@H](NCC2)C)CC)CC(=O)NC2=C(C=C(C=C2)C(F)(F)F)C)=N1